acridine-8-amine C1=CC=CC2=NC3=CC=CC(=C3C=C12)N